bisdodecyl sebacate C(CCCCCCCCC(=O)OCCCCCCCCCCCC)(=O)OCCCCCCCCCCCC